1-(4-(1,5-Dimethyl-1H-indazol-3-yl)phenyl)-3-(oxazol-5-ylmethyl)urea CN1N=C(C2=CC(=CC=C12)C)C1=CC=C(C=C1)NC(=O)NCC1=CN=CO1